C(C)(C)C=1C2=C(NC1C=1C=C(C=3N(C1)N=CN3)C)SC(=C2C)C2CCNCC2 4-Isopropyl-3-methyl-5-(8-methyl-[1,2,4]triazolo[1,5-a]pyridin-6-yl)-2-(piperidin-4-yl)-6H-thieno[2,3-b]pyrrole